C(=O)(O)CN1N=NC(=C1)CSC1=CC(=CC=C1)OC 1-carboxymethyl-4-[3-(methoxy)phenylthiomethyl]-1H-1,2,3-triazole